(R)-4-amino-N-(1,1-dioxido-2,3-dihydrothiophen-3-yl)-7-(3-fluorothiophen-2-yl)-2-oxo-1,2-dihydroquinoline-3-carboxamide NC1=C(C(NC2=CC(=CC=C12)C=1SC=CC1F)=O)C(=O)N[C@H]1CS(C=C1)(=O)=O